4-(3-(4-(5-bromophenanthren-3-yl)phenyl)-5,6-dihydro-1,4-dioxin-2-yl)-N,N-dimethylaniline BrC1=C2C=3C=C(C=CC3C=CC2=CC=C1)C1=CC=C(C=C1)C1=C(OCCO1)C1=CC=C(N(C)C)C=C1